nitro-2-(1H-pyrazol-1-yl)pyridine [N+](=O)([O-])C=1C(=NC=CC1)N1N=CC=C1